(2-iodophenyl)(prop-1,2-dien-1-yl)carbamic acid tert-butyl ester C(C)(C)(C)OC(N(C=C=C)C1=C(C=CC=C1)I)=O